C1(=CC=CC2=CC=CC=C12)NC1=NC=C(C=N1)C=O 2-(NAPHTHALEN-1-YLAMINO)-PYRIMIDINE-5-CARBALDEHYDE